C(C)(C)(C)OC(=O)N(C(OC(C)(C)C)=O)C=1N=CC2=CC(=C(C=C2C1)N1CCN(CC1)[C@@]1(COC[C@@H]1O[Si](C1=CC=CC=C1)(C1=CC=CC=C1)C(C)(C)C)C)Cl tert-butyl (tert-butoxycarbonyl)(6-((3R,4R)-4-(4-((tertbutyldiphenylsilyl)oxy)-3-methyltetrahydrofuran-3-yl)piperazin-1-yl)-7-chloroisoquinolin-3-yl)carbamate